FC1=CC=C(C=C1)/C=C/C=1C=C(C(=NC1)C(C)C)O 5-[(E)-2-(4-fluorophenyl)vinyl]-2-isopropyl-pyridin-3-ol